tert-butyl 2-(4-(2-cyanopropan-2-yl)benzyl)hydrazine-1-carboxylate C(#N)C(C)(C)C1=CC=C(CNNC(=O)OC(C)(C)C)C=C1